4-[[3-[1-(2-amino-2-oxoethyl)-3-(trifluoromethyl)pyrazol-4-yl]imidazo[1,2-a]pyrazin-8-yl]amino]-2-chloro-N-methylbenzamide NC(CN1N=C(C(=C1)C1=CN=C2N1C=CN=C2NC2=CC(=C(C(=O)NC)C=C2)Cl)C(F)(F)F)=O